3-[[7-(5-methyl-1,2,4-oxadiazol-3-yl)-1-isoquinolyl]amino]-cyclobutanecarboxylic acid formate C(=O)O.CC1=NC(=NO1)C1=CC=C2C=CN=C(C2=C1)NC1CC(C1)C(=O)O